CN1C=NC=2C1=CC=1C(=NC(=NC1C2)C)O 1,6-dimethyl-1H-imidazo[4,5-g]quinazolin-8-ol